tert-Butyl 3-[[[2-oxo-2-(trityloxyamino)ethyl]amino]-methyl]benzoate O=C(CNCC=1C=C(C(=O)OC(C)(C)C)C=CC1)NOC(C1=CC=CC=C1)(C1=CC=CC=C1)C1=CC=CC=C1